C(C)(=O)ON=C(C1=CC(=CC=C1)CC(NS(=O)(=O)C1=CC(=CC=C1)NC(=O)C1=NC=NC=C1)C=1SC2=C(N1)C=CC=C2)N [[amino-[3-[2-(1,3-benzothiazol-2-yl)-2-[[3-(pyrimidine-4-carbonylamino)phenyl]sulfonylamino]ethyl]phenyl]methylene]amino] acetate